OC[C@@H]1C2CC(CC[C@@]2(C2CC[C@@]3(C(CCC3C2C1=O)=O)C)C)=O (6S,10R,13S)-6-(hydroxymethyl)-10,13-dimethyldecahydro-1H-cyclopenta[a]phenanthrene-3,7,17(2H,4H,8H)-trione